COC(=O)C1=C(C=C(C=C1)C=1CCN(CC1)C(=O)OC(C)(C)C)C(F)(F)F tert-butyl 4-(4-(methoxycarbonyl)-3-(trifluoromethyl)phenyl)-3,6-dihydropyridine-1(2H)-carboxylate